(2S)-2-((1,1,7-trimethyldecahydro-3a,7-methanocyclopenta-cycloocten-3-yl)oxy)pentan-1-ol CC1(CC(C23C1CCC(CCC2)(C3)C)O[C@H](CO)CCC)C